C(C)OCOC1=C(C(=CC(=C1)C(F)(F)F)C)C=1C=C(C=2C(N1)=NN(C2)[C@@H]2CCC(NC2)=O)C |r| (R and S)-5-(6-(2-(ethoxymethoxy)-6-methyl-4-(trifluoromethyl)phenyl)-4-methyl-2H-pyrazolo[3,4-b]pyridin-2-yl)piperidin-2-one